[H][H] hydrido hydride